C(#N)C=1C(=NC=CN1)C(C)N(C(C1=CC(=CC(=C1)C(F)(F)F)C(F)(F)F)=O)CC1CC1 N-[1-(3-cyanopyrazin-2-yl)ethyl]-N-(cyclopropylmethyl)-3,5-bis(trifluoro-methyl)benzamide